N=1C(=CN2C1C=NC=C2)NC(=O)C=2C=CC=C1CCN(CC21)C2=CC=C(C(=N2)C(=O)O)C=2C=NN(C2C)CC21CC3CC(CC(C2)C3)C1 6-[8-(imidazo[1,2-a]pyrazin-2-ylcarbamoyl)-3,4-dihydroisoquinolin-2(1H)-yl]-3-[5-methyl-1-(tricyclo[3.3.1.13,7]dec-1-ylmethyl)-1H-pyrazol-4-yl]pyridine-2-carboxylic acid